NC=1C=C(C=CC1)C1C(NC(CC1)=O)=O 3-(3-aminophenyl)piperidine-2,6-dione